2,6-dimethoxymethyl-4-pyrone COCC=1OC(=CC(C1)=O)COC